9-(3'',5-di(9H-carbazol-9-yl)-[1,1':3',1''-terphenyl]-2-yl)-9H-pyrrolo[2,3-b:5,4-c']dipyridine C1=CC=CC=2C3=CC=CC=C3N(C12)C=1C=C(C=CC1)C=1C=C(C=CC1)C1=C(C=CC(=C1)N1C2=CC=CC=C2C=2C=CC=CC12)N1C2=NC=CC=C2C=2C1=CN=CC2